rel-1-Benzyl 4-(tert-butyl) (4aR,7aS)-hexahydrofuro[3,4-b]pyrazine-1,4-dicarboxylate N1([C@H]2[C@@H](N(CC1)C(=O)OC(C)(C)C)COC2)C(=O)OCC2=CC=CC=C2 |o1:1,2|